N-(((9H-fluoren-9-yl)methoxy)carbonyl)-O-propyl-L-homoserine C1=CC=CC=2C3=CC=CC=C3C(C12)COC(=O)N[C@@H](CCOCCC)C(=O)O